FC1([C@H](C1)S(=O)(=O)N1C2CN(CC1CC2)C=2C=1N(N=CC2)C=C(C1)C=1C=NN(C1)C)F 4-(8-(((S)-2,2-difluorocyclopropyl)sulfonyl)-3,8-diazabicyclo[3.2.1]oct-3-yl)-6-(1-methyl-1H-pyrazol-4-yl)pyrrolo[1,2-b]pyridazine